C(C)(C)(C)OC(NCC1=NC=CC(=C1)CBr)=O [4-(bromomethyl)pyridin-2-yl]methylcarbamic acid tert-butyl ester